1-((2S,5S)-9-((2,6-dimethylpyridin-3-yl)ethynyl)-2,3-dihydro-2,5-methanopyrido[3,4-f][1,4]oxazepin-4(5H)-yl)-3,3-difluoro-2,2-dimethylpropan-1-one CC1=NC(=CC=C1C#CC1=CN=CC=2[C@H]3N(C[C@@H](OC21)C3)C(C(C(F)F)(C)C)=O)C